CNC(=O)C1CCC1 N-methylcyclobutane-1-carboxamide